ClC1=NC=CC(=C1)CC(C)C 1-(2-chloropyridin-4-yl)-2-methylpropan